ClC1=CC=C2C(=CN(C2=C1)CCO)S(=O)(=O)NC1=C(C=C(C(=C1)F)OC(F)F)F 6-chloro-N-[4-(difluoromethoxy)-2,5-difluorophenyl]-1-(2-hydroxyethyl)indole-3-sulfonamide